3-cis-(trifluoromethoxy)cyclobutanol FC(OC1(CCC1)O)(F)F